FC=1C=C2C=NN(C2=C(C1O)F)C1=CC=C(C=C1)C1CCOCC1 5,7-Difluoro-1-(4-(tetrahydro-2H-pyran-4-yl)phenyl)-1H-indazol-6-ol